tert-butyl 2-(1-isopropyl-3-methyl-1H-indazol-4-yl)-2-(3-(5-(5,6,7,8-tetrahydro-1,8-naphthyridin-2-yl)pentyloxy)azetidin-1-yl)acetate C(C)(C)N1N=C(C2=C(C=CC=C12)C(C(=O)OC(C)(C)C)N1CC(C1)OCCCCCC1=NC=2NCCCC2C=C1)C